BrC=1C=C2CN(C(C2=CC1)=O)C1=NN(C(C=C1)=O)COCC[Si](C)(C)C 5-bromo-2-(6-oxo-1-((2-(trimethylsilyl)ethoxy)methyl)-1,6-dihydropyridazin-3-yl)isoindolin-1-one